5-(3,3-difluorocyclobutyl)-1H-pyrazol-3-amine FC1(CC(C1)C1=CC(=NN1)N)F